FC(OC=1C=CC(=NC1)COC1=NN=C(S1)N)F 5-((5-(difluoromethoxy)pyridin-2-yl)methoxy)-1,3,4-thiadiazol-2-amine